(chlorosulfonyl)-4-ethyl-benzoic acid ClS(=O)(=O)C1=C(C(=O)O)C=CC(=C1)CC